BrC1=CC=C(C=2N=CC(=NC12)O)C(=O)OC methyl 8-bromo-2-hydroxyquinoxaline-5-carboxylate